(pyrazin-2-ylmethyl)benzo[f]benzimidazol-3-ium-4,9-dione N1=C(C=NC=C1)CC1=[NH+]C2=C(N1)C(C1=C(C2=O)C=CC=C1)=O